CCCCCCCCCCCCCCCCCCC(CO)N(CCO)CCO Stearyltriethanolamine